CC=1N=NN(C1COC=1N=NC(=CC1)N1CC(NCC1)=O)C1=CC=C(C=C1)C(C#N)C#N 2-(4-(4-methyl-5-(((6-(3-oxopiperazin-1-yl)pyridazin-3-yl)oxy)methyl)-1H-1,2,3-triazol-1-yl)phenyl)malononitrile